methyl 5-[[4-(benzyloxymethyl)cyclohexanecarbonyl]amino]-2-bromo-4-iodo-benzoate C(C1=CC=CC=C1)OCC1CCC(CC1)C(=O)NC=1C(=CC(=C(C(=O)OC)C1)Br)I